1-(2-fluoro-4-(5-(2-(4-(trifluoromethyl)pyridin-2-yl)acetamido)-1,3,4-thiadiazol-2-yl)butyl)-N-methyl-1H-1,2,3-triazole-4-carboxamide FC(CN1N=NC(=C1)C(=O)NC)CCC=1SC(=NN1)NC(CC1=NC=CC(=C1)C(F)(F)F)=O